((7-methoxy-1,2,3,4-tetrahydroisoquinolin-6-yl)amino)-5-phenylamino-1,2,4-triazine-6-carboxamide COC1=C(C=C2CCNCC2=C1)NC=1N=NC(=C(N1)NC1=CC=CC=C1)C(=O)N